N-(4-nitrophenyl)thiophosphoric triamide [N+](=O)([O-])C1=CC=C(C=C1)NP(N)(N)=S